Cl.CC(=CCNCC=C)C dimethyldiallylamine hydrochloride salt